F[B-](F)(F)F.CC1=C(C(=CC=C1)C)N1C(N(C=C1)C1=C(C=CC=C1C)C)I 1,3-bis-(2,6-dimethylphenyl)-2-iodoimidazole tetrafluoroborate